S1C(=NC2=C1C=CC=C2)C=2C(OC1=CC3=C(C=C1C2)C=CC=C3)=O 3-(BENZO[D]THIAZOL-2-YL)-2H-BENZO[G]CHROMEN-2-ONE